methyl (((3,3-difluorocyclobutyl)methoxy)carbonyl)-L-leucinate FC1(CC(C1)COC(=O)N[C@@H](CC(C)C)C(=O)OC)F